F[P-](F)(F)(F)(F)F.C(C)(C)(C)N1C(N(C=C1)C(C)(C)C)=[Au+] 1,3-di-tert-butylimidazol-2-ylidenegold hexafluorophosphate